(2-(3,8-diazabicyclo[3.2.1]octan-8-yl)-6,7-dihydrothiazolo[5,4-c]pyridin-5(4H)-yl)(1-fluorocyclopentyl)methanone C12CNCC(CC1)N2C=2SC=1CN(CCC1N2)C(=O)C2(CCCC2)F